O=C1C=2NC(=NC2N2C(N1CCC)=NC=C2)C=2C=NN(C2)CC2=C(C#N)C=CC=C2 2-[[4-(4-oxo-5-propyl-3H-imidazo[2,1-b]purin-2-yl)pyrazol-1-yl]methyl]benzonitrile